NC1=C(C(N(C2=CC(=CC=C12)C(F)(F)F)C1=CC=C(C=C1)Br)=O)C(=O)OC methyl 4-amino-1-(4-bromophenyl)-2-oxo-7-(trifluoromethyl)-1,2-dihydroquinoline-3-carboxylate